FC1([C@@H](C1)C(=O)N1C2CN(CC1CC2)C=2C1=C(N=CN2)NC(=C1)C=1C=NN(C1)C(F)F)F ((S)-2,2-Difluorocyclopropyl)(3-(6-(1-(difluoromethyl)-1H-pyrazol-4-yl)-7H-pyrrolo[2,3-d]pyrimidin-4-yl)-3,8-diazabicyclo[3.2.1]oct-8-yl)methanone